C(C=CCCCCCCCCCCC)(=O)[O-].[Co+2].C(C=CCCCCCCCCCCC)(=O)[O-] cobalt tetradecenoate